C1(CC1)NC(=N)NC1=CC=C(C=C1)C1=NNC(CC1C)=O 1-cyclopropyl-3-(4-(4-methyl-6-oxo-1,4,5,6-tetrahydropyridazin-3-yl)phenyl)guanidine